CC1(CCC(CC1)NC1=NC(=NC=C1[N+](=O)[O-])NC1CCOCC1)C(=O)N (1s,4s)-1-methyl-4-((5-nitro-2-((tetrahydro-2H-pyran-4-yl)amino)pyrimidin-4-yl)amino)cyclohexane-1-carboxamide